7-fluoro-5-(prop-1-en-2-yl)-2,3-dihydro-1H-inden-4-amine FC1=CC(=C(C=2CCCC12)N)C(=C)C